FC1=C(C(=CC=C1F)F)CCCC(=O)O 4-(2,3,6-trifluorophenyl)butanoic acid